N-[(1R)-1-benzyl-1,3-dimethyl-but-3-enyl]-8-fluoro-quinoline-3-carboxamide C(C1=CC=CC=C1)[C@](CC(=C)C)(C)NC(=O)C=1C=NC2=C(C=CC=C2C1)F